2-[4-(2-Amino-[1,2,4]triazolo[1,5-a]pyridin-7-yl)-3-methylpyrazol-1-yl]-N-(2-fluoro-4-methoxyphenyl)acetamide NC1=NN2C(C=C(C=C2)C=2C(=NN(C2)CC(=O)NC2=C(C=C(C=C2)OC)F)C)=N1